Dirhodium(II) tetra(N-(dodecylbenzenesulfonyl)prolinate) C(CCCCCCCCCCC)C1=C(C=CC=C1)S(=O)(=O)N1[C@@H](CCC1)C(=O)[O-].C(CCCCCCCCCCC)C1=C(C=CC=C1)S(=O)(=O)N1[C@@H](CCC1)C(=O)[O-].C(CCCCCCCCCCC)C1=C(C=CC=C1)S(=O)(=O)N1[C@@H](CCC1)C(=O)[O-].C(CCCCCCCCCCC)C1=C(C=CC=C1)S(=O)(=O)N1[C@@H](CCC1)C(=O)[O-].[Rh+2].[Rh+2]